(S)-2-amino-N-(5-(N,N-dimethylsulfamoyl)naphthalen-1-yl)-3-phenylpropanamide hydrochloride Cl.N[C@H](C(=O)NC1=CC=CC2=C(C=CC=C12)S(N(C)C)(=O)=O)CC1=CC=CC=C1